FC1=C(OCCCC2=C(N=CS2)C(=O)O)C=CC(=C1)C#CCO 5-{3-[2-fluoro-4-[3-hydroxyprop-1-yn-1-yl]phenoxy]propyl}-1,3-thiazole-4-carboxylic acid